NC1=NC=CC(=N1)OC1=CC(=C(C=C1)N1C(N(CC1=O)C1=CC(=CC=C1)C(F)(F)F)=O)C(C)C 3-{4-[(2-amino-4-pyrimidinyl)oxy]-2-isopropylphenyl}-1-[3-(trifluoromethyl)phenyl]-2,4-imidazolidinedione